4-(6-((benzhydryl)amino)-4-methylpyridin-3-yl)piperazine-1-carboxylic acid tert-butyl ester C(C)(C)(C)OC(=O)N1CCN(CC1)C=1C=NC(=CC1C)NC(C1=CC=CC=C1)C1=CC=CC=C1